C(CCC)C1=C(C=CC=C1)N1B(C2=C(N=CC=C2C=N1)Cl)O 2-(o-Butylphenyl)-8-chloro-1,2-dihydro-2,3,7-triaza-1-bora-1-naphthol